(4-bromophenyl)(morpholino)methanone BrC1=CC=C(C=C1)C(=O)N1CCOCC1